2,3-diphenylpyrido[2,3-b]pyrazine C1(=CC=CC=C1)C=1N=C2C(=NC1C1=CC=CC=C1)N=CC=C2